fluorene-6-carboxylic acid (5-methyl-pyrazin-2-ylmethyl)-amide CC=1N=CC(=NC1)CNC(=O)C=1C=C2C=3C=CC=CC3CC2=CC1